carbon tungsten-copper [Cu].[W].[C]